6-fluoroquinolin-2(1H)-one FC=1C=C2C=CC(NC2=CC1)=O